(methylsulfonyl)tetrahydro-2H-pyran-3,4,5-triol CS(=O)(=O)C1OCC(C(C1O)O)O